4-(4-((5-cyano-4-(4-fluorophenyl)thiazol-2-yl)(methyl)amino)-2-cyclopropyl-1-oxo-1,2-dihydroisoquinolin-6-yl)piperidine-1-carboxylic acid tert-butyl ester C(C)(C)(C)OC(=O)N1CCC(CC1)C=1C=C2C(=CN(C(C2=CC1)=O)C1CC1)N(C)C=1SC(=C(N1)C1=CC=C(C=C1)F)C#N